FC1=CC=C(C=C1)C1=COC2=C(C(=CC(=C2C1=O)OC)OC)C=1CCN(CC1)C 3-(4-fluorophenyl)-5,7-dimethoxy-8-(1-methyl-1,2,3,6-tetrahydropyridin-4-yl)-4H-chromen-4-one